2-(4,5-difluoro-1-(tetrahydro-2H-pyran-2-yl)-1H-indazol-3-yl)-N-(2-methoxybenzyl)ethan-1-amine FC1=C2C(=NN(C2=CC=C1F)C1OCCCC1)CCNCC1=C(C=CC=C1)OC